OC1([C@@](O[C@@H]([C@H]1O)CO)(N1C=NC=2C(N)=NC=NC12)CCC(=C)C)O N6-cis-hydroxy-isopentenyladenosine